neo-octanoic acid C(CCCC(C)(C)C)(=O)O